tris(acryloxyethyl) triacrylate C(C=C)(=O)OCCOC(C=C)=O.C(C=C)(=O)OCCOC(C=C)=O.C(C=C)(=O)OCCOC(C=C)=O